C(C(=O)C)(=O)OC\C=C\C1=CC=CC=C1 E-cinnamyl pyruvate